difluoro[2-(2,3,4,5,6-pentafluorophenoxycarbonyl)-1-benzothiophen-5-yl]methylphosphonic acid FC(C=1C=CC2=C(C=C(S2)C(=O)OC2=C(C(=C(C(=C2F)F)F)F)F)C1)(P(O)(O)=O)F